NCC(=O)NC=1C=CC(=C(C(=O)N[C@H](C)C2=CC(=CC(=C2)C=2SC=CC2)C=2SC=CC2)C1)C (R)-5-(2-aminoacetamido)-N-(1-(3,5-di(thiophen-2-yl)phenyl)ethyl)-2-methylbenzamide